BrC1=CC=CC=2CB(OC21)O 7-bromo-2-hydroxy-1,2-benzoxaborole